O[C@H]1[C@@H](CCC1)NC=1N(C(C=2C(N1)=NNC2)=O)C 6-(((1R,2R)-2-hydroxycyclopentyl)amino)-5-methyl-2H-pyrazolo[3,4-d]pyrimidin-4(5H)-one